BrC=1C=C(C(=CC1)Br)C(=O)C1=CC=CC2=C1C1=NC=3C=CC=CC3N=C1C1=C2C=CC=C1 3,6-dibromophenylcarbonyldibenzophenazine